ClC1=NC=C2C(=C(N=CC2=C1)F)C=O 7-chloro-3-fluoro-2,6-naphthyridine-4-carbaldehyde